C[C@H]1CN(CCN1C=1C=C2C(=NC=NC2=CC1)NC1=CC(=C(C=C1)OC1=CC2=C(N(C=N2)C)C=C1)C)C(C=C)=O 1-[(3S)-3-methyl-4-[4-({3-methyl-4-[(1-methyl-1,3-benzodiazol-5-yl)oxy]phenyl}amino)quinazolin-6-yl]piperazin-1-yl]prop-2-en-1-one